4-((2-(2-(4-(4-((R)-3-(4-amino-3-(4-phenoxyphenyl)-1H-pyrazolo[3,4-d]pyrimidin-1-yl)piperidin-1-yl)-4-oxobutyl)piperazin-1-yl)ethoxy)ethyl)thio)-1-oxoisoindole NC1=C2C(=NC=N1)N(N=C2C2=CC=C(C=C2)OC2=CC=CC=C2)[C@H]2CN(CCC2)C(CCCN2CCN(CC2)CCOCCSC2=C1C=NC(C1=CC=C2)=O)=O